CC1=C(C(=C(C(=C1CC1=CC(=C(C(=C1)C(C)(C)C)O)C(C)(C)C)C)CC1=CC(=C(C(=C1)C(C)(C)C)O)C(C)(C)C)C)CC1=CC(=C(C(=C1)C(C)(C)C)O)C(C)(C)C 1,3,5-trimethyl-2,4,6-tris-(3,5-di-tert-butyl-4-hydroxybenzyl)benzene